5-(2-(benzyloxy)phenyl)-N-(3-chloro-5-(methylsulfonylamino)phenyl)-1-methyl-1H-pyrazole-3-carboxamide C(C1=CC=CC=C1)OC1=C(C=CC=C1)C1=CC(=NN1C)C(=O)NC1=CC(=CC(=C1)NS(=O)(=O)C)Cl